FC1=C(C=CC(=C1F)O)NC=1C2=C(N=CN1)C=C(C(=N2)O[C@@H]2CN(CC2)C(=O)OC(C)(C)C)F tert-Butyl (S)-3-((4-((2,3-difluoro-4-hydroxyphenyl)amino)-7-fluoropyrido[3,2-d]pyrimidin-6-yl)oxy)pyrrolidine-1-carboxylate